F[C@H]1C[C@H](N2N=C(N=C21)S(=O)(=O)[C@H]2C[C@H](C2)C#N)C2=CC=CC=C2 Cis-3-[[(5S,7S)-7-fluoro-5-phenyl-6,7-dihydro-5H-pyrrolo[1,2-b][1,2,4]triazol-2-yl]sulfonyl]cyclobutanecarbonitrile